C(CCC)[Sn](OC(C)(C)C)(OC(C)(C)C)OC(C)(C)C butyl-tris(t-butoxy)tin